NC=1SC2=C(N1)C(=CC=C2OC[C@]2([C@@H](CN(CC2)C2=C(C=C(C=C2F)Cl)F)O)O)Cl (3r,4r)-4-[(2-amino-4-chloro-1,3-benzothiazol-7-yl)oxymethyl]-1-(4-chloro-2,6-difluorophenyl)piperidine-3,4-diol